1-(6-(4-isopropyl-4H-1,2,4-triazol-3-yl)pyridin-2-yl)-3-(5-(1-methyl-1H-pyrazole-4-carbonyl)-4,5,6,7-tetrahydrothiazolo[5,4]pyridin-2-yl)urea C(C)(C)N1C(=NN=C1)C1=CC=CC(=N1)NC(=O)NC=1SC=2CCC(NC2N1)C(=O)C=1C=NN(C1)C